OC[C@H](C1=CC=CC=C1)NC1=NC(=NC=C1C1=NC=NO1)NC=1C=C2CNC(C2=CC1)=O (S)-5-((4-((2-hydroxy-1-phenylethyl)amino)-5-(1,2,4-oxadiazol-5-yl)pyrimidin-2-yl)amino)isoindolin-1-one